(R)-7-(8-ethyl-6-(1-methyl-1,2,3,4-tetrahydroisoquinoline-2-carbonyl)imidazo[1,2-b]pyridazin-2-yl)-8-fluoro-2H-chromene-3-carboxylic acid C(C)C=1C=2N(N=C(C1)C(=O)N1[C@@H](C3=CC=CC=C3CC1)C)C=C(N2)C2=CC=C1C=C(COC1=C2F)C(=O)O